C1(CC1)N1CCN(CC1)CCCOC1=CC=2N(C=C1)C(=CN2)C2=CC(=NC=N2)NCC2=CC=C(C=C2)C=2C=NN(C2)C (6-{7-[3-(4-cyclopropyl-piperazin-1-yl)-propoxy]-imidazo[1,2-a]pyridin-3-yl}-pyrimidin-4-yl)-[4-(1-methyl-1H-pyrazol-4-yl)-benzyl]-amine